COC1=NC=C(C(=N1)OC)C=1C=C(C=2N(N1)C=CN2)[C@@H]2[C@H](C2)C=2C=C(C#N)C=CC2F 3-((1S,2S)-2-(6-(2,4-dimethoxypyrimidin-5-yl)imidazo[1,2-b]pyridazin-8-yl)cyclopropyl)-4-fluorobenzonitrile